C1(=CC=CC=C1)[C@@H]1C[C@H](N(C1)C(=O)OC(C)(C)C)C1=NN=C(N1)CCCC1=CC=CC=C1 tert-butyl (2S,4S)-4-phenyl-2-(5-(3-phenyl propyl)-4H-1,2,4-triazol-3-yl)pyrrolidine-1-carboxylate